1,3-bis[bis(2-methoxyphenyl)phosphino]Propane methyl-2-(ortho-(2,5-dimethylphenyloxymethylene)-phenyl)-3-methoxyacrylate COC(C(=COC)C1C(C=CC=C1)=COC1=C(C=CC(=C1)C)C)=O.COC1=C(C=CC=C1)P(CCCP(C1=C(C=CC=C1)OC)C1=C(C=CC=C1)OC)C1=C(C=CC=C1)OC